(3-Chloro-4-methylphenyl)-3-(3-(2,6-dioxopiperidin-3-yl)-2-methylquinolin-7-yl)propenamide ClC=1C=C(C=CC1C)C(C(=O)N)=CC1=CC=C2C=C(C(=NC2=C1)C)C1C(NC(CC1)=O)=O